4-((S)-4-propenoyl-2-methylpiperazin-1-yl)-6-chloro-7-(2-chloro-6-fluorophenyl)-1-(2-isopropyl-4-(methylthio)pyridin-3-yl)pyrido[2,3-d]pyrimidin-2(1H)-one C(C=C)(=O)N1C[C@@H](N(CC1)C=1C2=C(N(C(N1)=O)C=1C(=NC=CC1SC)C(C)C)N=C(C(=C2)Cl)C2=C(C=CC=C2F)Cl)C